C[C@@H]1O[C@@H](CN(C1)C1=CC=CC(=N1)C=1N=C(SC1)NC(=O)[C@H]1N(CC1)C(C1=CC(=CC=C1)S(=O)(=O)C(C)C)=O)C (S)-N-(4-(6-((2S,6R)-2,6-dimethylmorpholino)pyridin-2-yl)thiazol-2-yl)-1-(3-(isopropylsulfonyl)benzoyl)azetidine-2-carboxamide